CN=[SH3]C(=O)CC (ethyl) (methylimino)-λ6-sulfanyl ketone